(R)-2-(trifluoromethyl)morpholine hydrochloride Cl.FC([C@H]1CNCCO1)(F)F